ethyl 1-(2-fluorobenzyl)-5-(isoxazol-3-yl)-1H-1,2,4-triazole-3-carboxylate FC1=C(CN2N=C(N=C2C2=NOC=C2)C(=O)OCC)C=CC=C1